C(C1=CC=CC=C1)OC(=O)N[C@H](CCCN(C(N)=N)S(=O)(=O)C1=C(C(=C(C=C1C)OC)C)C)C(=O)O N-benzyloxycarbonyl-N'-(4-methoxy-2,3,6-trimethylbenzenesulfonyl)-D-arginine